BrC1=CC(=C(C=C1)C1=CC=C(O1)C=C1C(C2=CC=CC=C2C1=O)=O)[N+](=O)[O-] 2-[[5-(4-Bromo-2-nitrophenyl)-2-furanyl]methylene]-1H-indene-1,3(2H)-dione